(2S)-2-isopropyl-3,6-dimethoxy-2,5-dihydropyrazine C(C)(C)[C@@H]1N=C(CN=C1OC)OC